O1C(=CC=C1)CNC(=O)C1CN(C1)C1=CC(=C2C(C(=CN(C2=N1)C1=NC=NS1)C(=O)O)=O)C 7-{3-[(furan-2-ylmethyl)carbamoyl]azetidin-1-yl}-5-methyl-4-oxo-1-(1,2,4-thiadiazol-5-yl)-1,4-dihydro-1,8-naphthyridine-3-carboxylic acid